diisopropoxy bis(ethyl acetoacetate) titanium [Ti].C(C)CC(CC(=O)OOC(C)C)=O.C(C)CC(CC(=O)OOC(C)C)=O